(E)-3-(3-(4-bromo-3-methylphenyl)-2-ethyl-7-fluoro-4-oxo-3,4-dihydroquinazolin-6-yl)-N-hydroxyacrylamide BrC1=C(C=C(C=C1)N1C(=NC2=CC(=C(C=C2C1=O)/C=C/C(=O)NO)F)CC)C